methyl acrylate n-hexyl-acrylate C(CCCCC)OC(C=C)=O.C(C=C)(=O)OC